FC=1C=C(C=C(C1CN1C(CNC=2C=NC=3N=C(C=CC3C21)OC)=O)F)S(=O)(=O)N 3,5-difluoro-4-((8-methoxy-2-oxo-3,4-dihydropyrazino[2,3-c][1,8]naphthyridine-1(2H)-yl)methyl)benzenesulfonamide